2,3-bis((5-(3-dodecyl-3H-diazirin-3-yl)pentanoyl)oxy)propyl (2-(trimethylammonio)ethyl) phosphate P(=O)(OCC(COC(CCCCC1(N=N1)CCCCCCCCCCCC)=O)OC(CCCCC1(N=N1)CCCCCCCCCCCC)=O)(OCC[N+](C)(C)C)[O-]